2-(2-chlorobenzyl)-8-methyl-N-[(2RS)-tetrahydrofuran-2-ylmethyl]-4,5-dihydro-2H-furo[2,3-g]indazole-7-carboxamide ClC1=C(CN2N=C3C4=C(CCC3=C2)OC(=C4C)C(=O)NC[C@@H]4OCCC4)C=CC=C1 |r|